BrC=1N(C2=NC=NC(=C2N1)Cl)C 8-bromo-6-chloro-9-methyl-9H-purine